(1R,2S,5S)-3-[2-(tert-butoxycarbonylamino)-2-cyclopropyl-acetyl]-6,6-dimethyl-3-azabicyclo[3.1.0]hexane-2-carboxylic acid C(C)(C)(C)OC(=O)NC(C(=O)N1[C@@H]([C@H]2C([C@H]2C1)(C)C)C(=O)O)C1CC1